2-formylcyclopropane-1-carboxylate C(=O)C1C(C1)C(=O)[O-]